(2S,3R)-2,3-epoxy-8-methyl-1-nonanol triflate S(=O)(=O)(C(F)(F)F)OC[C@H]1[C@@H](CCCCC(C)C)O1